(2R,3aS,6S,6aR)-6-((2-amino-3-fluoroquinolin-7-yl)oxy)-2-(4-amino-7H-pyrrolo[2,3-d]pyrimidin-7-yl)hexahydro-3aH-cyclopenta[b]furan-3,3a-diol NC1=NC2=CC(=CC=C2C=C1F)O[C@H]1CC[C@]2([C@@H]1O[C@H](C2O)N2C=CC1=C2N=CN=C1N)O